3-fluoro-4-((4-methylpentane-2-ylidene)amino)phenol FC=1C=C(C=CC1N=C(C)CC(C)C)O